C(C)OC(COC1=CC=C(C=C1)C=1C(=C(C=CC1)C1=C(C(=CC=C1)COC1=NC(=C(C=O)C=C1)OC)C)C)OCC 6-((4''-(2,2-diethoxyethoxy)-2,2'-dimethyl-[1,1':3',1''-terphenyl]-3-yl)methoxy)-2-methoxynicotinaldehyde